C(C=C)(=O)N1C[C@@H](N(C[C@H]1C)C=1C2=C(N(C(N1)=O)C=1C(=NC=NC1C(C)C)C(C)C)N=C(C(=C2)Cl)C2=C(C=CC=C2)F)C 4-((2S,5R)-4-acryloyl-2,5-dimethylpiperazin-1-yl)-7-(2-fluorophenyl)-6-chloro-1-(4,6-diisopropylpyrimidin-5-yl)pyrido[2,3-d]pyrimidin-2(1H)-one